The molecule is a phosphatidylcholine O-40:0 in which the acyl groups specified at positions 1 and 2 are octadecyl and docosanoyl respectively. It is a phosphatidylcholine O-40:0 and a 2-acyl-1-alkyl-sn-glycero-3-phosphocholine. It derives from a docosanoic acid. CCCCCCCCCCCCCCCCCCCCCC(=O)O[C@H](COCCCCCCCCCCCCCCCCCC)COP(=O)([O-])OCC[N+](C)(C)C